2,6-dimethylanilinium tetrakis(3,5-difluorophenyl)borate tert-Butyl-(3R)-3-[(1S)-2-[(4S)-4-benzyl-2-oxo-oxazolidin-3-yl]-1-[(3-bromophenyl)methyl]-2-oxo-ethyl]pyrrolidine-1-carboxylate C(C)(C)(C)OC(=O)N1C[C@H](CC1)[C@@H](C(=O)N1C(OC[C@@H]1CC1=CC=CC=C1)=O)CC1=CC(=CC=C1)Br.FC=1C=C(C=C(C1)F)[B-](C1=CC(=CC(=C1)F)F)(C1=CC(=CC(=C1)F)F)C1=CC(=CC(=C1)F)F.CC1=C([NH3+])C(=CC=C1)C